N1-(1H-benzoimidazol-5-yl)-1-{4-[2-(propan-2-yl)-2H-tetrazol-5-yl]phenyl}ethane-1,2-diamine N1C=NC2=C1C=CC(=C2)NC(CN)C2=CC=C(C=C2)C=2N=NN(N2)C(C)C